Methyl 3-(2-chloro-6-fluorophenyl)-5-(1-(3-chlorophenyl-2,4,6-d3)-5-(trifluoro-methyl)-1H-pyrazol-4-yl)isoxazole-4-carboxylate ClC1=C(C(=CC=C1)F)C1=NOC(=C1C(=O)OC)C=1C=NN(C1C(F)(F)F)C1=C(C(=C(C=C1[2H])[2H])Cl)[2H]